6-[1-(2,2-difluoroethyl)-3-methyl-1H-pyrazolo[3,4-b]pyrazin-6-yl]-2-[6-methyl-2-(trifluoromethyl)pyrimidin-4-yl]-2,6-diazaspiro[3.4]octane FC(CN1N=C(C=2C1=NC(=CN2)N2CC1(CN(C1)C1=NC(=NC(=C1)C)C(F)(F)F)CC2)C)F